The molecule is a glucooligosaccharide consisting of six alpha-D-glucopyranosyl residues and a D-glucopyranosyl residue connected in sequence by (1->6) glycosidic linkages. It is a heptasaccharide and a glucooligosaccharide. C([C@@H]1[C@H]([C@@H]([C@H]([C@H](O1)OC[C@@H]2[C@H]([C@@H]([C@H]([C@H](O2)OC[C@@H]3[C@H]([C@@H]([C@H]([C@H](O3)OC[C@@H]4[C@H]([C@@H]([C@H]([C@H](O4)OC[C@@H]5[C@H]([C@@H]([C@H]([C@H](O5)OC[C@@H]6[C@H]([C@@H]([C@H]([C@H](O6)OC[C@@H]7[C@H]([C@@H]([C@H](C(O7)O)O)O)O)O)O)O)O)O)O)O)O)O)O)O)O)O)O)O)O)O)O)O